N1(CCC1)C1=NC(=NC2=C(C(=C(C=C12)C(F)(F)F)C1=CC=C(C2=C1N=C(S2)N)F)F)OC[C@]21CCCN1C[C@@H](C2)F 4-(4-(azetidin-1-yl)-8-fluoro-2-(((2R,7aS)-2-fluorotetrahydro-1H-pyrrolizin-7a(5H)-yl)methoxy)-6-(trifluoromethyl)quinazolin-7-yl)-7-fluorobenzo[d]thiazol-2-amine